The molecule is a tripeptide comprising in sequence alpha-aspartyl, lysyl residue and beta-alanyl residues, to the nitrogen of the aspartyl residue of which are linked both a methyl group and a 7-nitro-2,1,3-benzoxadiazol-4-yl moiety. It has a role as a peptide probe. CN(C1=CC=C(C2=NON=C12)[N+](=O)[O-])[C@@H](CC(=O)O)C(=O)N[C@@H](CCCCN)C(=O)NCCC(=O)O